4-(1-propenylpiperidin-3-yl)-3,5,6-trifluoro-2-methyl-1H-indole-7-carboxamide C(=CC)N1CC(CCC1)C1=C2C(=C(NC2=C(C(=C1F)F)C(=O)N)C)F